OC1(CC(=CC=C1)O)C1=C(O)C=CC=C1O 1,3-dihydroxyphenyl-(resorcinol)